(1S,3aR,6aS)-N-((S,Z)-4-fluoro-4-(methylsulfonyl)-1-((R)-2-oxopyrrolidin-3-yl)but-3-en-2-yl)-2-(9-hydroxy-9H-fluorene-9-carbonyl)octahydrocyclopenta[c]pyrrole-1-carboxamide F/C(=C/[C@H](C[C@@H]1C(NCC1)=O)NC(=O)[C@H]1N(C[C@H]2[C@@H]1CCC2)C(=O)C2(C1=CC=CC=C1C=1C=CC=CC21)O)/S(=O)(=O)C